ClC1=CC=C(C=C1)C1=CCOC(C1)(C)C 4-(4-chlorophenyl)-6,6-dimethyl-2,5-dihydropyran